IC=1C=NN(C1C1=C(C2=CC=CC=C2C(=C1)C)C#N)C 2-(4-iodo-1-methyl-1H-pyrazol-5-yl)-4-methyl-1-naphthalonitrile